1,2,3,4-Tetrazin N1=NN=NC=C1